C1(=C(C(=CC=C1)C=O)C=O)C(=O)C(O)C1=CC=CC=C1 benzoinbis-formaldehyde